C[C@H]1[C@@H](CCCC1)N1N=CC(=C1)C=1C=2N(C=C(N1)C=1C=NN(C1)C[C@H](CO)O)N=CC2 (R)-3-(4-(4-(1-((1r,2r)-2-methylcyclohexyl)-1H-pyrazol-4-yl)pyrazolo[1,5-a]pyrazin-6-yl)-1H-pyrazol-1-yl)propane-1,2-diol